NC1=CC=CC(=N1)SC=1C=2N(C=C(C1)C=1C=NN(C1)[C@@H]1CNCCC1)N=CC2C#N 4-[(6-Amino-2-pyridyl)sulfanyl]-6-[1-[(3S)-3-piperidyl]pyrazol-4-yl]pyrazolo[1,5-a]pyridine-3-carbonitrile